CC(C(=O)OCC(COC(C(C)(C)C)=O)COC(=O)OC(C)Cl)(C)C [2-(1-chloroethoxycarbonyloxymethyl)-3-(2,2-dimethylpropanoyloxy)propyl] 2,2-dimethylpropanoate